ClC1=CC=CC(=N1)N1N=C(C2=CC=CC=C12)NC=1C(=C2C=NN(C2=CC1)C1OCCCC1)F N-[1-(6-chloro-2-pyridyl)indazol-3-yl]-4-fluoro-1-tetrahydropyran-2-yl-indazol-5-amine